3-(5-(1-(imidazo[1,2-a]pyrazin-3-ylmethyl)piperidin-4-yl)-1-oxoisoindolin-2-yl)piperidine-2,6-dione N=1C=C(N2C1C=NC=C2)CN2CCC(CC2)C=2C=C1CN(C(C1=CC2)=O)C2C(NC(CC2)=O)=O